4-(4-benzylpiperazin-1-yl)-6-chloropyridin-2-amine C(C1=CC=CC=C1)N1CCN(CC1)C1=CC(=NC(=C1)Cl)N